2-(2-fluoro-4-(5-oxopyrrolidin-2-yl)phenyl)-6-methoxybenzo[d]imidazo[2,1-b]thiazole-7-carboxylic acid FC1=C(C=CC(=C1)C1NC(CC1)=O)C=1N=C2SC3=C(N2C1)C=C(C(=C3)C(=O)O)OC